7-Cyclopropyl-2-methoxy-6,7,8,9-tetrahydro-5H-pyrido[2,3-d]azepine C1(CC1)N1CCC2=C(CC1)C=CC(=N2)OC